4-bromo-5-iodo-6-methyl-1-tetrahydropyran-2-yl-indazole BrC1=C2C=NN(C2=CC(=C1I)C)C1OCCCC1